CSC=1N=CC2=C(N1)N(C(=C2)C(=O)N)[C@H]2COC[C@@H]2C 2-methylsulfanyl-7-[(3R,4R)-4-methyltetrahydrofuran-3-yl]pyrrolo[2,3-d]pyrimidine-6-carboxamide